6-bromo-5-fluoro-3-methyl-3,4-dihydro-4-quinazolinone BrC=1C(=C2C(N(C=NC2=CC1)C)=O)F